ClC1=C(C(=CC=C1)Cl)C1=NN(C(N1CC)=O)C1=CC(=C(C(=O)NC2=CC(=CC=C2)C(F)(F)F)C=C1)OC 4-[3-(2,6-dichlorophenyl)-4-ethyl-5-oxo-4,5-dihydro-1H-1,2,4-triazol-1-yl]-2-methoxy-N-[3-(trifluoromethyl)phenyl]benzamide